N1=C(C=CC2=CC=CN=C12)CCCC1C(N(C1)[C@@H](CC(=O)OCC)C1=CC(=C(C=C1)OC)F)=O ethyl (3S)-3-(3-(3-(1,8-naphthyridin-2-yl)propyl)-2-oxoazetidin-1-yl)-3-(3-fluoro-4-methoxyphenyl)-propanoate